OC1=C(C=C(C=C1)NC(=O)NC1=CC=C(C=C1)CCCCC1=CC=C(C=C1)OC(F)(F)F)NS(=O)(=O)C N-(2-hydroxy-5-(3-(4-(4-(4-(trifluoromethoxy)phenyl)butyl)phenyl)ureido)phenyl)methanesulfonamide